(5-(1-((4-bromophenyl)sulfonyl)-1,2,5,6-tetrahydropyridin-4-yl)-3-hydroxy-pyridine-2-carbonyl)glycine BrC1=CC=C(C=C1)S(=O)(=O)N1CC=C(CC1)C=1C=C(C(=NC1)C(=O)NCC(=O)O)O